ethyl 4-(hydroxymethyl)-6-methyl-7-oxo-1-toluenesulfonyl-6,7-dihydro-1H-pyrrolo[2,3-c]pyridine-2-carboxylate OCC=1C2=C(C(N(C1)C)=O)N(C(=C2)C(=O)OCC)S(=O)(=O)CC2=CC=CC=C2